[5-FLUORO-2-(OCTYLOXY)PHENYL]BORANEDIOL FC=1C=CC(=C(C1)B(O)O)OCCCCCCCC